C(C)OC1=C(C=C(C=C1)C=1CCSC2=C(C1C1=CC=C(C=C1)O[C@@H]1CN(CC1)CCCF)C=CC(=C2)O)F 4-(4-ethoxy-3-fluoro-phenyl)-5-[4-[(3S)-1-(3-fluoropropyl)pyrrolidin-3-yl]oxyphenyl]-2,3-dihydro-1-benzothiepin-8-ol